NCC(=O)[O-].OCC[N+](C)(C)C 2-hydroxy-N,N,N-trimethylethanaminium glycinate